II Diiodane